(R)-6-(2-Methyl-3-(4-(trifluoromethyl)phenyl)propyl)-2-thia-6-azaspiro[3.4]octane 2,2-dioxide C[C@@H](CN1CC2(CS(C2)(=O)=O)CC1)CC1=CC=C(C=C1)C(F)(F)F